FC(CC(C(=O)NC1=NC=CC(=C1)C1=C(C=2C(N([C@@H](CC2N1)CC)CC)=O)NC1=C(C=CC=C1)F)C1=CC=C(C=C1)F)F |o1:18| 4,4-difluoro-N-{4-[(6R*)-3-(2-fluoroanilino)-5,6-diethyl-4-oxo-4,5,6,7-tetrahydro-1H-pyrrolo-[3,2-c]pyridin-2-yl]pyridin-2-yl}-2-(4-fluorophenyl)butanamide